(3-methoxybenzylidene)-4-(4-methoxyphenyl)furan-2(5H)-one COC=1C=C(C=C2C(=CC(O2)=O)C2=CC=C(C=C2)OC)C=CC1